COC1=CC=C(C=C1)C1=NC(=CC(=C1)NC1CCN(CC1)C(=O)OCC)C1=CC=C(C=C1)N1CCNCC1 Ethyl 4-(2-(4-methoxyphenyl)-6-(4-(piperazin-1-yl)phenyl)pyridin-4-ylamino)piperidine-1-carboxylate